3-(1,1-dimethylethyl)-4-hydroxy-5-methyl-phenylacrylamide CC(C)(C)C=1C=C(C=C(C1O)C)C(C(=O)N)=C